BrCC=1N=CSC1C 4-(bromomethyl)-5-methylthiazole